N=1C=NN2C1C=CC(=C2)C2=CNC=1N=C(N=CC12)NC1CCC2(OCCO2)CC1 5-([1,2,4]triazolo[1,5-a]pyridin-6-yl)-N-(1,4-dioxaspiro[4.5]decan-8-yl)-7H-pyrrolo[2,3-d]pyrimidin-2-amine